NC1=NC=CC(=C1CSC=1NC(C2=C(N1)CCC2)=O)C 2-{[(2-amino-4-methylpyridin-3-yl)methyl]sulfanyl}-3H,5H,6H,7H-cyclopenta[d]pyrimidin-4-one